CC(=C)C(C(C(CC=C)(C)C)=NO)(C)C 2,3,3,5,5-pentamethylocta-1,7-dien-4-one oxime